C(C)(C)(C)OC(=O)N1OCCC1C=1C=CC=2N(C1)C=CN2 3-imidazo[1,2-a]pyridin-6-ylisoxazolidine-2-carboxylic acid tert-butyl ester